C1(CCC1)CNCC=1NC2=CC(=CC=C2C1)CN1N=NC(=C1)C1=C2C=NNC2=CC=C1 N-(cyclobutylmethyl)-1-[6-[[4-(1H-indazol-4-yl)triazol-1-yl]methyl]-1H-indol-2-yl]methylamine